BrC1=NC=CC(=C1Cl)C1N(CCC2=C1N=C(N2C)C(=O)N)C (2-bromo-3-chloropyridin-4-yl)-1,5-dimethyl-4,5,6,7-tetrahydro-1H-imidazo[4,5-c]pyridine-2-carboxamide